FC(C)(F)C1(CC1)CN1N=CC(=C1)C=1C=CC(=NC1C1=CC2=C(N(C(=N2)C)C)C=C1)C#N 5-(1-{[1-(1,1-difluoroethyl)cyclopropyl]methyl}-1H-pyrazol-4-yl)-6-(1,2-dimethyl-1H-benzimidazol-5-yl)pyridine-2-carbonitrile